ClC1=CC=C(C=C1)[C@H](C(=O)N1CCN([C@H]2C[C@@H]12)C=1C2=C(N=CN1)NC(C[C@H]2C)=O)CNC(C)C (R)-4-((1S,6R)-5-((S)-2-(4-chlorophenyl)-3-(isopropylamino)propionyl)-2,5-diazabicyclo[4.1.0]heptan-2-yl)-5-methyl-5,8-dihydropyrido[2,3-d]pyrimidin-7(6H)-one